5a,6,7,8,8a,9-hexahydro-2H,5H-cyclopenta[f]pyrrolo[3,4-b][1,4,5]oxathiazocine-1-carboxamide C=1(NC=C2C1OCC1C(NS2)CCC1)C(=O)N